Magnesium stearate C(CCCCCCCCCCCCCCCCC)(=O)[O-].[Mg+2].C(CCCCCCCCCCCCCCCCC)(=O)[O-]